9-(4-chloro-2-fluoro-phenyl)-7-[rac-(2R,4R)-2-(5-cyclopropyl-1,3,4-oxadiazol-2-yl)tetrahydropyran-4-yl]-2,3-dimethyl-pyrazino[1,2-a]pyrimidin-4-one ClC1=CC(=C(C=C1)C1=NC(=CN2C1=NC(=C(C2=O)C)C)[C@H]2C[C@@H](OCC2)C=2OC(=NN2)C2CC2)F |r|